bicyclo[4.1.0]Heptyl-(norcarane) C12(CCCCC2C1)C12CCCCC1C2